(r)-4-(3-(4-(4-(Dimethoxymethyl)piperidin-1-yl)phenyl)pyrrolidin-1-yl)-2-(trifluoromethyl)benzonitrile COC(C1CCN(CC1)C1=CC=C(C=C1)[C@@H]1CN(CC1)C1=CC(=C(C#N)C=C1)C(F)(F)F)OC